BrC1=CC2=C(N(C(N2[C@H]2CNCC2)=O)CC2=NC=C(C=C2)C=2OC(=NN2)C(F)F)C=C1F (R)-5-bromo-1-((5-(5-(difluoromethyl)-1,3,4-oxadiazol-2-yl)pyridin-2-yl)methyl)-6-fluoro-3-(pyrrolidin-3-yl)-1,3-dihydro-2H-benzo[d]imidazol-2-one